N-(3-carbamoyl-4-fluorobenzyl)-1'-ethyl-6'-fluoro-4'-oxo-3',4'-dihydro-1'H-spiro[piperidine-4,2'-quinoline]-1-carboxamide C(N)(=O)C=1C=C(CNC(=O)N2CCC3(N(C4=CC=C(C=C4C(C3)=O)F)CC)CC2)C=CC1F